COC=1C(=C(C(=C(C1)C1=CC=CC=C1)N)N)OC dimethoxybiphenyl-diamine